O1C(=NCC1)C=CCC=1OCCN1 1,3-di(2-oxazolinyl)propaneN